FC1([C@H](C1)CN1[C@H]2CN(C[C@@H]1CC2)C2=NC(=NC=C2)NC=2C=C(C(=NC2)C(=O)NC)C)F 5-({4-[(1R,5S)-8-{[(1R)-2,2-difluorocyclopropyl]methyl}-3,8-diazabicyclo[3.2.1]oct-3-yl]pyrimidin-2-yl}amino)-N,3-dimethylpyridine-2-carboxamide